sodium ethyleneglycol C(CO)O.[Na]